1-isobutyl-1H-indazole-4-carboxylic acid C(C(C)C)N1N=CC=2C(=CC=CC12)C(=O)O